C(CCCCCCC)C(CCCCCCCC)OC(CCCCCCCN(CCCNC(CNCC(=O)NCCCN(CCCCCCCC(=O)OC(CCCCCCCC)CCCCCCCC)CCCCCC(OCCCCCCCCCCC)=O)=O)CCCCCC(OCCCCCCCCCCC)=O)=O 1-octylnonyl 8-[3-[[2-[[2-[3-[[8-(1-octylnonoxy)-8-oxo-octyl]-(6-oxo-6-undecoxy-hexyl)amino]propylamino]-2-oxo-ethyl]amino]acetyl]amino]propyl-(6-oxo-6-undecoxy-hexyl) amino]octanoate